NC1=CC(=C(OC2=CC(=CN(N2)C)C(C)C)C(=C1)Cl)Cl 6-(4-amino-2,6-dichlorophenoxy)-4-isopropyl-2-methylpyridazin